3,5'-methylenebissalicylic acid C(C1=CC=C(C(C(=O)O)=C1)O)C1=C(C(C(=O)O)=CC=C1)O